4-Chloro-2-methylnaphthalen-1-ol ClC1=CC(=C(C2=CC=CC=C12)O)C